5-Chloro-2-[[2-[2-[4-(diphenylmethyl)-1-piperazinyl]-2-oxoethoxy]acetyl]amino]-benzoic acid sodium salt [Na+].ClC=1C=CC(=C(C(=O)[O-])C1)NC(COCC(=O)N1CCN(CC1)C(C1=CC=CC=C1)C1=CC=CC=C1)=O